ClC1=C(C=CC(=C1)C(F)(F)F)N1C(CCC1)C=1C=C(C(=O)O)C=CC1 3-(1-(2-Chloro-4-(trifluoromethyl)phenyl)pyrrolidin-2-yl)benzoic acid